[5-[3-chloro-2-[(E)-2-[4-[ethyl (methyl) carbamoyl]-3-fluoro-phenyl] vinyl]-6-fluoro-phenyl]-1,3-dimethyl-6-oxo-pyridazin-4-yl] 2-methylpropionate CC(C(=O)OC=1C(=NN(C(C1C1=C(C(=CC=C1F)Cl)\C=C\C1=CC(=C(C=C1)C(N(C)CC)=O)F)=O)C)C)C